NC=1C(=NC(=C(N1)C1=CC=CC=C1)C1=CC=C(C=C1)Br)C#N 3-amino-6-(4-bromophenyl)-5-phenylpyrazine-2-carbonitrile